N-[5-(biphenyl-2-yl)-1H-indazol-3-yl]-1-methylpiperidine-4-carboxamide hydrochloride Cl.C1(=C(C=CC=C1)C=1C=C2C(=NNC2=CC1)NC(=O)C1CCN(CC1)C)C1=CC=CC=C1